COC(C1=C(C=CC=C1)C1=NC(=NC=C1Cl)NC=1C=NN(C1)CCOC)=O (5-chloro-2-((1-(2-methoxyethyl)-1H-pyrazol-4-yl)amino)pyrimidin-4-yl)benzoic acid methyl ester